2-bromo-3-((2-(1-isopropyl-1H-pyrazol-5-yl)pyridin-3-yl)methoxy)benzaldehyde BrC1=C(C=O)C=CC=C1OCC=1C(=NC=CC1)C1=CC=NN1C(C)C